4-isobutyl-2-(4-((5-methyl-1,2,4-oxadiazol-3-yl)methyl)piperazin-1-yl)benzonitrile C(C(C)C)C1=CC(=C(C#N)C=C1)N1CCN(CC1)CC1=NOC(=N1)C